N-((3S,4R)-3-fluoro-1-(3-methyloxetan-3-yl)piperidin-4-yl)-5-(4-fluoro-1-isopropyl-2-methyl-1H-benzo[d]imidazol-6-yl)-4-methoxypyrrolo[2,1-f][1,2,4]triazin-2-amine F[C@H]1CN(CC[C@H]1NC1=NN2C(C(=N1)OC)=C(C=C2)C=2C=C(C1=C(N(C(=N1)C)C(C)C)C2)F)C2(COC2)C